N-phenyl-γ-aminopropyl-trimethoxysilicon C1(=CC=CC=C1)NCCC[Si](OC)(OC)OC